NC1=NC=C(C(=N1)N)OC=1C(=CC(=C(C1)S(=O)(=O)N)OC)C(C)C 5-(2,4-diaminopyrimidin-5-yloxy)-4-isopropyl-2-methoxy-benzenesulfonamide